5-(2-(dimethylaminoethyl-oxy)ethyl)oxy-6-amino-N-carboxypropylisoindoline-1,3-dione CN(C)CCOCCOC=1C=C2C(N(C(C2=CC1N)=O)CCCC(=O)O)=O